ClC=1C=C2C(N(C(C2=CC1)=O)CC(=O)NCCS)=O 2-(5-chloro-1,3-dioxoisoindol-2-yl)-N-(2-mercaptoethyl)acetamide